N-Fmoc-L-glutamic acid 1-tert-butyl ester C(C)(C)(C)OC([C@@H](NC(=O)OCC1C2=CC=CC=C2C2=CC=CC=C12)CCC(=O)O)=O